1,1,1-trifluoro-3-hydroxypropan FC(CCO)(F)F